BrC1=CC2=C(N=C(S2)NCCN2CCNCC2)C=C1 6-bromo-N-(2-(piperazin-1-yl)ethyl)benzo[d]thiazol-2-amine